5-(3-chloropropyl)-2-methoxy-pyridine ClCCCC=1C=CC(=NC1)OC